6-(4-((2-(4-fluorophenyl)-5-oxo-5,6-dihydropyrimido[4,5-d]pyridazin-4-yl)amino)phenyl)-6-azaspiro[2.5]octane-1-carboxylic acid FC1=CC=C(C=C1)C=1N=C(C2=C(C=NNC2=O)N1)NC1=CC=C(C=C1)N1CCC2(CC2C(=O)O)CC1